2-(7-hexyl-2,2-dimethyl-2,7-dihydropyrano[3,2-c]carbazol-10-yl)-2-oxoacetic acid ethyl ester C(C)OC(C(=O)C1=CC=2C=3C4=C(C=CC3N(C2C=C1)CCCCCC)C=CC(O4)(C)C)=O